ClC1=C(C=CC=C1F)N1CCN(CC1)C(CN1N=C(C2=C1CCC2)C(=O)N2C[C@H](O[C@H](C2)C)C)=O 1-[4-(2-chloro-3-fluorophenyl)piperazin-1-yl]-2-{3-[(2R,6S)-2,6-dimethylmorpholine-4-carbonyl]-5,6-dihydrocyclopenta[c]pyrazol-1(4H)-yl}ethan-1-one